CSC1=NC=C(C(=N1)C(=C)C)C#N 2-(Methylthio)-4-(prop-1-en-2-yl)pyrimidine-5-carbonitrile